3,5-difluoro-4-[(3R*,4S*)-4-(3-(4-fluorophenyl)ureido)-5-oxopyrrolidin-3-yl]phenyl trifluoromethanesulfonate FC(S(=O)(=O)OC1=CC(=C(C(=C1)F)[C@@H]1CNC([C@H]1NC(=O)NC1=CC=C(C=C1)F)=O)F)(F)F |o1:13,17|